FC=1C=C(C=CC1)N1[C@H]2[C@@H](CCC1)N(C[C@H]2CCOCCOCCO)C2=NC=CC(=C2)N2CCCCC2 2-(2-{2-[(3R,3aR,7aR)-4-(3-fluorophenyl)-1-[4-(piperidin-1-yl)pyridin-2-yl]-hexahydro-2H-pyrrolo[3,2-b]pyridin-3-yl]ethoxy}ethoxy)ethanol